C(CCC)[P+](CC(C)OC)(CCCC)CCCC tributyl-2-methoxypropyl-phosphonium